C1(CCC1)N1CN(CC2=C1C1=C(OC2)C=CC=C1)C1=CC=CC=C1 1-cyclobutyl-3-phenyl-3,4-dihydro-1H-benzopyrano[4,3-d]pyrimidine